2-(2-(cyclopropanesulphonamido)thiazol-4-yl)-N-(5-(6-ethoxypyrazin-2-yl)pyridin-2-yl)-2-methylpropanamide C1(CC1)S(=O)(=O)NC=1SC=C(N1)C(C(=O)NC1=NC=C(C=C1)C1=NC(=CN=C1)OCC)(C)C